N-(2-(aminomethyl)-3-fluorobenzyl)-1-cyclopropyl-N-methyl-methylamine NCC1=C(CN(C)CC2CC2)C=CC=C1F